N-((3-amino-4-fluorophenyl)(phenyl)methyl)-2-methylpropane-2-sulfinamide NC=1C=C(C=CC1F)C(NS(=O)C(C)(C)C)C1=CC=CC=C1